ClC1=C(C=C(C=C1)/C=C/C(=O)C1=CC=C(OC(C(=O)O)C)C=C1)[N+](=O)[O-] 2-[4-[(E)-3-(4-Chloro-3-nitrophenyl)prop-2-enoyl]phenoxy]propanoic acid